ClC=1C=C(C=CC1)N1C(N(C(NC1=O)=O)C1=CC(=C(C=C1)OC1=CC=CC=C1)OCCOC)=O 1-(3-Chlorophenyl)-3-[3-(2-methoxyethoxy)-4-phenoxyphenyl]-1,3,5-triazinan-2,4,6-trion